N1(CCCCCC1)C1=C(C=CC(=C1)C1=NN=C(N1)C1CC1)C(=O)N1CCN(CC1)CCC [2-(azepan-1-yl)-4-(5-cyclopropyl-4H-1,2,4-triazol-3-yl)phenyl]-(4-propylpiperazin-1-yl)methanone